2-Nitromethyl-3-phenylprop-2-en-1-one [N+](=O)([O-])CC(C=O)=CC1=CC=CC=C1